ClC=1C(=C(CN2[C@@H](C[C@@](CC2)(C(=O)O)CC2=NC(=CC(=C2F)C2CN(C2)C)NC2=NNC(=C2)C)CC)C=CC1)F (2R,4R)-1-(3-chloro-2-fluorobenzyl)-2-ethyl-4-((3-fluoro-6-((5-methyl-1H-pyrazol-3-yl)amino)-4-(1-methylazetidin-3-yl)pyridin-2-yl)methyl)piperidine-4-carboxylic acid